N1=CN=C2N(C=NC2=C1)CCO 2-(9H-purin-9-yl)ethan-1-ol